2-bromo-N-(2-cyano-4'-(methylthio)-[1,1'-biphenyl]-3-yl)-N,2-dimethylpropionamide BrC(C(=O)N(C)C=1C(=C(C=CC1)C1=CC=C(C=C1)SC)C#N)(C)C